NC1=CC(=C(OC2CCN(CC2)C(=O)OC(C)(C)C)C=C1)C tert-butyl 4-(4-amino-2-methylphenoxy)piperidine-1-carboxylate